BrC=1C=C2C=CC(=NC2=CC1)OCCCCNC(OC(C)(C)C)=O tert-butyl (4-((6-bromoquinolin-2-yl)oxy)butyl)carbamate